N-[(2RS)-2-cyclobutyl-2-phenyl-ethyl]chromane-2-carboxamide C1(CCC1)[C@@H](CNC(=O)C1OC2=CC=CC=C2CC1)C1=CC=CC=C1 |r|